Tert-butyl 3-(2,7-dichloro-8-fluoropyrido[4,3-d]pyrimidin-4-yl)-1-(ethoxymethyl)-3,8-diazabicyclo[3.2.1]octan-8-carboxylate ClC=1N=C(C2=C(N1)C(=C(N=C2)Cl)F)N2CC1(CCC(C2)N1C(=O)OC(C)(C)C)COCC